1-palmitoyl-2-(5-hydroxy-8-oxo-octenoyl)-sn-glycero-3-phosphocholine C(CCCCCCCCCCCCCCC)(=O)OC[C@@H](OC(C=CCC(CCC=O)O)=O)COP(=O)([O-])OCC[N+](C)(C)C